CN(C)CC1CN(CC1)C1=C(C=NC=2NC3=C(C=C(C(=C3C21)F)F)NC)C=2C=C1C(C(=CN(C1=NC2)C)C(=O)O)=O 6-(4-(3-((dimethylamino)methyl)pyrrolidin-1-yl)-5,6-difluoro-8-(methylamino)-9H-pyrido[2,3-b]indol-3-yl)-1-methyl-4-oxo-1,4-dihydro-1,8-naphthyridine-3-carboxylic acid